C(C)(C)(C)OC(=O)N[C@H](C(=O)O)CCCNC(=O)OC(C)(C)C (2S)-2,5-bis(tert-butoxycarbonylamino)pentanoic acid